CC(CCC(=O)OCC(NCCC1=CC(=C(C=C1)OC)OC)=O)C (3,4-dimethoxy-phenethylcarbamoyl)-methyl 4-methyl-pentanoate